CC1(N(CC(C1)CCCOC1=CC=C(C=C1)S(N)(=O)=O)C(=O)OC(C)(C)C)C tert-Butyl 2,2-dimethyl-4-[3-(4-sulfamoylphenoxy)propyl]pyrrolidine-1-carboxylate